O=C1N=COC1 4-oxo-oxazoline